N[C@H]1CN(CCC1)C(=S)C1=CC=2N(C=C1)C(=C(N2)C=2N(C1=CC=CC=C1C2)CC2=CC=C(C=C2)F)C (R)-(3-aminopiperidin-1-yl)(2-(1-(4-fluorobenzyl)-1H-indol-2-yl)-3-methylimidazo[1,2-a]pyridin-7-yl)methanethione